4-[(4-cyclohexylphenyl)amino]-2-(1,4-oxazepan-4-yl)-6-(propan-2-yl)-5,6-dihydro-7H-pyrrolo[3,4-d]pyrimidin-7-one C1(CCCCC1)C1=CC=C(C=C1)NC=1C2=C(N=C(N1)N1CCOCCC1)C(N(C2)C(C)C)=O